IC(C(=O)O)(C)C1=CC=CC=C1 iodophenyl-propionic acid